[N-](S(=O)(=O)C(F)(F)F)S(=O)(=O)C(F)(F)F.[Cu+].CC1=CC(=NC(=C1)C)C1=NC(=CC(=C1)C)C.CC1=CC(=NC(=C1)C)C1=NC(=CC(=C1)C)C Bis-(4,4',6,6'-tetramethyl-2,2'-bipyridine) copper (I) bis(trifluoromethanesulfonyl)imide